phenyl ((E)-amino(5-((R)-1-((S)-7-((9,9-difluoro-9H-fluorene-3-carbonyl)glycyl)-1,4-dioxa-7-azaspiro[4.4]nonane-8-carboxamido)ethyl)thiophen-3-yl)methylene)carbamate N\C(\C1=CSC(=C1)[C@@H](C)NC(=O)[C@H]1N(CC2(OCCO2)C1)C(CNC(=O)C=1C=CC=2C(C3=CC=CC=C3C2C1)(F)F)=O)=N\C(OC1=CC=CC=C1)=O